1,2,3,4-tetrahydroisoquinoline-6-carboxylic acid ethyl ester C(C)OC(=O)C=1C=C2CCNCC2=CC1